(S)-(E)-3-(2,6-dichloro-4-{4-[3-(1-hexyloxyethyl)-2-methyloxyphenyl]thiazole-2-yl-carbamoyl}phenyl)-2-methylacrylic acid ClC1=C(C(=CC(=C1)C(NC=1SC=C(N1)C1=C(C(=CC=C1)[C@H](C)OCCCCCC)OC)=O)Cl)/C=C(/C(=O)O)\C